C(C)(C)(C)OC(=O)N1[C@H](CN(CC1)C1=NC(=CC=C1)OCC1=C(C=C(C=C1)C(=O)C1CC1)C)C (S)-4-(6-((4-(cyclopropanecarbonyl)-2-methylbenzyl)oxy)pyridin-2-yl)-2-methylpiperazine-1-carboxylic acid tert-butyl ester